C(C)(C)(C)OC(=O)N1CC2(CC2)C(C1)N 7-amino-5-azaspiro[2.4]Heptane-5-carboxylic acid tert-butyl ester